ClC1=C(C(=CC=C1)Cl)C=1C=C2C(=NN(C2=CC1)C(C1=CC=CC=C1)(C1=CC=CC=C1)C1=CC=CC=C1)NC(=O)[C@H]1CN(CCC1)C(=O)OC(C)(C)C tert-Butyl (3R)-3-{[5-(2,6-dichlorophenyl)-1-trityl-1H-indazol-3-yl]carbamoyl}piperidine-1-carboxylate